NC1=NC=2C=CC(=CC2C2=C1CCC2)C(=O)N(CC2=NC=C(C=C2)C(F)(F)F)CC(C)C 4-amino-N-(2-methylpropyl)-N-((5-(trifluoromethyl)-2-pyridinyl)methyl)-2,3-dihydro-1H-cyclopenta[c]quinoline-8-carboxamide